NC1=NC=NN2C1=C(C=C2C2=C(C(=NC=C2)OC)C(=O)N[C@@H]2CN(C[C@@H]2F)C(=O)C2=NC=CC=C2Cl)CN2CCC(CC2)(F)F 4-amino-5-[(4,4-difluoropiperidin-1-yl)methyl]pyrrolo[2,1-f][1,2,4]triazin-7-yl-N-[(3R,4S)-1-(3-chloropyridine-2-carbonyl)-4-fluoropyrrolidin-3-yl]-2-methoxypyridine-3-carboxamide